ClC1=C(C=CC=C1)CC(=O)NC1=CC(=C(C=C1)N1N=CC(=C1)C#N)S(N=CN(C)C)(=O)=O 2-(2-chlorophenyl)-N-[4-(4-cyano-1H-pyrazol-1-yl)-3-{[(dimethylamino)methylidene]sulfamoyl}phenyl]acetamide